4-morpholinobut-2-en-1-one O1CCN(CC1)CC=CC=O